8-[(1R)-1-aminoethyl]-3,6-dimethyl-2-tetrahydropyran-3-yl-quinazolin-4-one N[C@H](C)C=1C=C(C=C2C(N(C(=NC12)C1COCCC1)C)=O)C